BrC=1C(=C2C=3C(=NC(=NC3C1F)Cl)N(CCO2)[C@H](C)C=2C(=NC=CC2)N(CC2=CC=C(C=C2)OC)CC2=CC=C(C=C2)OC)F (R)-3-(1-(9-bromo-2-chloro-8,10-difluoro-5,6-dihydro-4H-[1,4]oxazepino[5,6,7-de]quinazolin-4-yl)ethyl)-N,N-bis(4-methoxybenzyl)pyridin-2-amine